Cl.OC1=CC=C(C=C1)CCN1N=CN=C1 (4-Hydroxyphenylethyl)-1H-1,2,4-triazole hydrochloride